2-(3-phenyl-4-(4-sulfamoylbenzyl)-1H-pyrazol-1-yl)thiazole-4-carboxamide C1(=CC=CC=C1)C1=NN(C=C1CC1=CC=C(C=C1)S(N)(=O)=O)C=1SC=C(N1)C(=O)N